C(C)(C)(C)OC(C(CC1=CC=CC=C1)N)=O.COC1=CC=C(C=C1)CN(C(C(=O)NC1=C(C(=C(S1)C(=O)N)C)C#N)CC1=CC=CC=C1)CC1=CC=C(C=C1)OC 5-(2-{Bis[(4-methoxyphenyl)methyl]amino}-3-phenylpropanamido)-4-cyano-3-methylthiophene-2-carboxamide tert-Butyl-2-amino-3-phenylpropanoate